CN(C(=O)C1=CC=C(C=C1)B(O)O)C 4-(N,N-DIMETHYLAMINOCARBONYL)PHENYLBORONIC ACID